NS(=O)(=O)C1=C(C(=O)N(C)C)C=CC=N1 2-aminosulfonyl-N,N-dimethylnicotinamide